2-(dimethylamino)-N-(3-(furan-2-yl)benzyl)-5-nitrobenzamide CN(C1=C(C(=O)NCC2=CC(=CC=C2)C=2OC=CC2)C=C(C=C1)[N+](=O)[O-])C